3-methoxy-1-butyl acetate C(C)(=O)OCCC(C)OC